COCCC(=O)N1CCC(CC1)(CC(=O)ON1C(CCC1=O)=O)CC(=O)ON1C(CCC1=O)=O bis(2,5-dioxopyrrolidin-1-yl) 2,2'-(1-(3-methoxypropanoyl)piperidine-4,4-diyl)diacetate